FC1(CC(C1)N1CCC(CC1)N(C)C=1C(=NN2C1NC(C1=C2C=NC=C1C#N)=O)C)F (1-(3,3-difluorocyclobutyl)piperidin-4-yl(N-methyl)amino)-2-methyl-5-oxo-4,5-dihydropyrazolo[1,5-a]pyrido[4,3-e]pyrimidine-6-carbonitrile